(S)-7-chloro-N-(4-((3-methoxypyrrolidin-1-yl)methyl)-3-(trifluoromethyl)phenyl)-1-methyl-6-((4-(methylamino)pyrazolo[1,5-a]pyrazin-3-yl)oxy)-1H-imidazo[4,5-b]pyridin-2-amine ClC1=C2C(=NC=C1OC=1C=NN3C1C(=NC=C3)NC)N=C(N2C)NC2=CC(=C(C=C2)CN2C[C@H](CC2)OC)C(F)(F)F